tert-butyl ((S)-(5-formylbenzo[d]oxazol-2-yl)((1r,4S)-4-methylcyclohexyl)-methyl)carbamate C(=O)C=1C=CC2=C(N=C(O2)[C@H](C2CCC(CC2)C)NC(OC(C)(C)C)=O)C1